(S)-2-(2,6-dichlorobenzoylamino)-3-(4-(2'-oxospiro[cyclopropane-1,3'-pyrrolo[2,3-b]pyridin]-1'(2'h)-yl)phenyl)propanoic acid ClC1=C(C(=O)N[C@H](C(=O)O)CC2=CC=C(C=C2)N2C(C3(C=4C2=NC=CC4)CC3)=O)C(=CC=C1)Cl